ClC1=CC=C(C=C1)C1=CC2=C(N=CN(C2=O)[C@@H]2[C@@H](CCCC2)O)C(=N1)C=1C=NC=CC1 6-(4-chlorophenyl)-3-((1S,2R)-2-hydroxycyclohexyl)-8-(pyridin-3-yl)pyrido[3,4-d]pyrimidin-4(3H)-one